OC1=CC=C(C=C1)N1C=CC=C1 1-4-Hydroxyphenyl-1H-pyrrole